COC1=CC=C2C(=C(C=NC2=N1)N)NCC1=CC=C(C=C1)SC 7-methoxy-N4-(4-(methylthio)benzyl)-1,8-naphthyridine-3,4-diamine